ONC(CCCCCCN1OS\C(\O1)=C/C1=CC=C(C=C1)OC)=O (Z)-N-hydroxy-7-(5-(4-methoxybenzylidene)-2,4-dioxathiazolidin-3-yl)heptanamide